C(C)C1=C(C=CC(=C1)C(F)(F)F)C=1CCCC2=C(C1C1=CC=C(C=C1)C=C1CN(C1)CCCF)C=CC(=C2)C(=O)O 8-(2-ethyl-4-(trifluoromethyl)phenyl)-9-(4-((1-(3-fluoropropyl)azetidin-3-ylidene)methyl)phenyl)-6,7-dihydro-5H-benzo[7]annulene-3-carboxylic acid